(Z)-18-((tert-Butyldimethylsilyl)oxy)octadec-9-en-7-yl acetate C(C)(=O)OC(CCCCCC)C\C=C/CCCCCCCCO[Si](C)(C)C(C)(C)C